C1=NC=C(C2=CC=CC=C12)N1C(N(C[C@H]1C#N)C=1C=NC(=NC1)C)=O (S)-3-(isoquinolin-4-yl)-1-(2-methylpyrimidin-5-yl)-2-oxoimidazolidine-4-carbonitrile